C(C)(C)C1=C(C=CC=C1)C1=NC=C(C(=N1)NCC1=CC=C(C=C1)N1N=C(C=C1C(F)(F)F)C)OC 2-(2-Isopropylphenyl)-5-methoxy-N-(4-(3-methyl-5-(trifluoromethyl)-1H-pyrazol-1-yl)benzyl)pyrimidin-4-amine